COC1=C(C=CC=C1)CCC(=O)[O-] methoxybenzenepropanoate